CC1=C(C(=NO1)C=1C=NC(=CC1)C)COC1N(CCC2=CC=NC=C12)C1COCC1 [5-methyl-3-(6-methylpyridin-3-yl)-1,2-oxazol-4-ylmethoxy]-2-(oxolan-3-yl)-1,2,3,4-tetrahydro-2,7-naphthyridine